C(C)(C)C1=C(NC2=CC=C(C=C12)C1CNCCC1)C=1C(=C(C=2N(C1)N=CN2)C)C 6-(3-Isopropyl-5-(piperidin-3-yl)-1H-indol-2-yl)-7,8-dimethyl-[1,2,4]triazolo[1,5-a]pyridin